N-(7-(Difluoromethoxy)-5-ethyl-1H-indazol-3-yl)-4-fluorobenzamide FC(OC=1C=C(C=C2C(=NNC12)NC(C1=CC=C(C=C1)F)=O)CC)F